OC(CCC)(C(C1=CC=CC=C1)C1=CC=CC=C1)O dihydroxydiphenylmethylpropylmethane